8-fluoroisoquinolin-3(2H)-one FC1=CC=CC2=CC(NC=C12)=O